4-chloro-6-[6-(trifluoromethyl)pyridin-3-yl]pyrimidine ClC1=NC=NC(=C1)C=1C=NC(=CC1)C(F)(F)F